C1(CC1)C=1C(=NON1)C(=O)N[C@@H](C(C1CC1)C1CC1)C(NC1=NC=CC(=C1)CN1C(N[C@@H](C1)C(F)(F)F)=O)=O 4-Cyclopropyl-N-((S)-1,1-dicyclopropyl-3-oxo-3-((4-(((S)-2-oxo-4-(trifluoromethyl)-imidazolidin-1-yl)methyl)pyridin-2-yl)amino)propan-2-yl)-1,2,5-oxadiazole-3-carboxamide